(1R,4R)-4-(3-Chloroanilino)-6'-{(2R)-3-[(4-methoxyphenyl)methoxy]-2-methylpropyl}-6',7'-dihydro-2'H-spiro[cyclohexane-1,5'-indeno[5,6-D][1,3]dioxole]-4-carboxylic acid methyl ester COC(=O)C1(CCC2(C(CC3=CC=4OCOC4C=C23)C[C@H](COCC2=CC=C(C=C2)OC)C)CC1)NC1=CC(=CC=C1)Cl